methyltriphenyl-arsonium tetrafluoroborate F[B-](F)(F)F.C[As+](C1=CC=CC=C1)(C1=CC=CC=C1)C1=CC=CC=C1